C(C)C1=C(C=CC(=C1F)F)[C@@H]1CO[C@]([C@@H]1C)(C(F)(F)F)C (2S,3R,4R,5R)-3-(2-ethyl-3,4-difluoro-phenyl)-4,5-dimethyl-5-(trifluoromethyl)tetrahydrofuran